1-methyl-6,7,8,9-tetrahydro-1H-cyclopenta[a]naphthalene CC1C=CC=2C1=C1CCCCC1=CC2